ClC1=CC(=C(OCC=2C=NC=C(C#N)C2)C=C1OCC=1C(=C(C=CC1)C1=C(C(=CC=C1)C1=CC=C(C=C1)OCC=O)Cl)C)C=O 5-((4-chloro-5-((2'-chloro-2-methyl-4''-(2-oxoethoxy)-[1,1':3',1''-terphenyl]-3-yl)methoxy)-2-formylphenoxy)methyl)nicotinonitrile